COC(=O)[C@@H]1[C@H]2[C@H]3C=C[C@@H]([C@H]2CN1)C3.N=3N(N=CC3)C=3N=CC(=NC3)C(=O)N 5-(2H-1,2,3-triazol-2-yl)pyrazine-2-carboxamide methyl-(1R,2S,3S,6R,7S)-4-azatricyclo[5.2.1.0^{2,6}]dec-8-ene-3-carboxylate